The molecule is a dicarboxylic acid monoanion that is the conjugate base of cis,cis-muconic acid. It has a role as a bacterial xenobiotic metabolite. It is a conjugate base of a cis,cis-muconic acid. It is a conjugate acid of a cis,cis-muconate. C(=C\\C(=O)O)\\C=C/C(=O)[O-]